(R)-4-((8-cyclopentyl-7-ethyl-5-methyl-6-oxo-5,6,7,8-tetrahydropteridin-2-yl)amino)-3-hydroxy-N-(1-methylpiperidin-4-yl)benzamide hydrogen bromide Br.C1(CCCC1)N1[C@@H](C(N(C=2C=NC(=NC12)NC1=C(C=C(C(=O)NC2CCN(CC2)C)C=C1)O)C)=O)CC